OCCNCCCCCCCC(=O)OC1CCCCC1 cyclohexyl 8-((2-hydroxyethyl)Amino)octanoate